2-bromo-4-(propylsulfanyl)pyridine BrC1=NC=CC(=C1)SCCC